FC1=C(CN2C3=C(OCC2=O)C=C(C=C3)NC(=O)NC3=CC=C2C=CNC2=C3)C(=CC=C1)F 1-(4-(2,6-difluorobenzyl)-3-oxo-3,4-dihydro-2H-benzo[b][1,4]oxazin-7-yl)-3-(1H-indol-6-yl)urea